2-[4-[4-[tert-Butyl(methyl)amino]benzoyl]piperazin-1-yl]-3H-quinazolin-4-one C(C)(C)(C)N(C1=CC=C(C(=O)N2CCN(CC2)C2=NC3=CC=CC=C3C(N2)=O)C=C1)C